ClC1=CC=C(C=N1)\C(\C)=N\[S@](=O)C(C)(C)C (R,E)-N-(1-(6-chloropyridin-3-yl)ethylidene)-2-methylpropane-2-sulfinamide